5-(3-(difluoromethyl)-1-(2-methoxyethyl)-1H-pyrazol-5-yl)-3-(1-(o-tolyl)cyclopropyl)-1,2,4-oxadiazole FC(C1=NN(C(=C1)C1=NC(=NO1)C1(CC1)C1=C(C=CC=C1)C)CCOC)F